ClC1=CC(=C(S1)C1=CC=C(C=C1)O)CC1CCCC1 (5-chloro-2-(4-hydroxyphenyl)thiophen-3-yl)methylcyclopentane